N[C@H](CC1=CNC2=CC=CC=C12)CO D-Tryptophanol